ClC1=C(C=CC=C1C1=NC=CC=C1C)C=O [2-chloro-3-(3-methyl-2-pyridyl)phenyl]methanon